ClCN1C(C=C(C=C1)NC(C1=C(C=C(C=C1)C(F)(F)F)OC1=C(C=C(C=C1)F)C)=O)=O N-[1-(Chloromethyl)-2-oxo-4-pyridyl]-2-(4-fluoro-2-methyl-phenoxy)-4-(trifluoromethyl)benzamid